N-[(5S*)-3-(cyclopropylmethylsulfamoyl)-5-[3-[(2-methylpyrazol-3-yl)amino]-1,2,4-triazol-4-yl]-4,5,6,7-tetrahydrobenzothiophen-2-yl]cyclopropanecarboxamide C1(CC1)CNS(=O)(=O)C1=C(SC2=C1C[C@H](CC2)N2C(=NN=C2)NC=2N(N=CC2)C)NC(=O)C2CC2 |o1:14|